COC(C1=NC(=CC=C1C=1C(=CC2=C(OCCC3=C2SC=C3)C1)C(NC=1C=C3CNCC3=CC1)=O)C(NCCC)=O)=O.C(CCCCCCCCCCCCCCC)C(=O)CCCCCCCCCCCCCCCC cetylketone methyl-3-(9-(isoindolin-5-ylcarbamoyl)-4,5-dihydrobenzo[b]thieno[2,3-d]oxepin-8-yl)-6-(propylcarbamoyl)picolinate